N(N)C(=O)N1C=CC2=C1N=CN=C2N(C2CCC(CC2)CS(=O)(=O)NC)C 1-[4-[[7-(hydrazinecarbonyl)pyrrolo[2,3-d]pyrimidin-4-yl]-methyl-amino]cyclohexyl]-trans-N-methyl-methanesulfonamide